C1(CC1)N1C[C@@H](CCC1)NC1=C2C(=NC=3C=C(C(=CC13)OC)OC)CCOCC2 (3R)-1-cyclopropyl-N-{8,9-dimethoxy-1H,2H,4H,5H-oxepino[4,5-b]quinolin-11-yl}piperidin-3-amine